BrC=1C(=CC(=C(C1)N1C=NC=C1)F)[N+](=O)[O-] 1-(5-bromo-2-fluoro-4-nitrophenyl)-1H-imidazole